N1=CC(=CC=C1)N(C1=CC=C(C=C1)C=1OC2=C(C1)C=CC(=C2)C=O)C=2C=NC=CC2 (4-(bis(pyridin-3-yl)amino)phenyl)benzofuran-6-carbaldehyde